C1(=NN=CC2=CC=CC=C12)N phthalazine-1-amine